CC(=O)C1=CC=C(C=C1)OS(=O)(=O)[O-] The molecule is a phenyl sulfate oxoanion that is the conjugate base of 4-acetylphenyl hydrogen sulfate, obtained by deprotonation of the sulfo group; major species at pH 7.3. It is a conjugate base of a 4-acetylphenyl hydrogen sulfate.